FC1=NC(=CC=C1C=1CCN(CC1)CC1=CC=C2C=C(C(NC2=C1F)=C=O)C)C(=O)NC 2-fluoro-1'-((8-fluoro-3-methyl-2-carbonyl-1,2-dihydroquinolin-7-yl)methyl)-N-methyl-1',2',3',6'-tetrahydro-[3,4'-bipyridine]-6-carboxamide